ADENINATE N1=C(N=C2N=CNC2=C1N)C(=O)[O-]